BrC=1C=CC(=NC1)N1C[C@@H]([C@H](C1)OC1=NC=CC=C1)N1C(C2=CC=CC=C2C1=O)=O ((3s,4s)-1-(5-bromopyridin-2-yl)-4-(pyridin-2-yloxy)pyrrolidin-3-yl)isoindoline-1,3-dione